ClC=1C(=CC2=CC=CC=C2C1)OB(O)O (3-chloronaphthalen-2-yl)boric acid